BrC1=C(C(=O)O)C=CC(=C1)N1CCC2(CC(C2)N2[C@@H](CCC2)C2=C(C=CC=C2)C)CC1 2-bromo-4-{2-[(2S)-2-(2-methylphenyl)pyrrolidin-1-yl]-7-azaspiro[3.5]nonan-7-yl}benzoic acid